amino-styrene NC=CC1=CC=CC=C1